ClC1=NC=CC(=N1)C(=O)NC=1C=NC=C(C1)C1=C(C=CC=C1)F 2-chloro-N-(5-(2-fluorophenyl)pyridin-3-yl)pyrimidine-4-carboxamide